O=C(C(CCCC(=O)OCC)C(=O)OCC)C(=O)OCC triethyl 1-oxopentane-1,2,5-tricarboxylate